(2S,4S)-N-[(4-carbamimidoylthiophen-2-yl)methyl]-4-methyl-1-{2-[(4-phenoxyphenyl)formamido]acetyl}pyrrolidine-2-carboxamide C(N)(=N)C=1C=C(SC1)CNC(=O)[C@H]1N(C[C@H](C1)C)C(CNC(=O)C1=CC=C(C=C1)OC1=CC=CC=C1)=O